(1R,3S)-3-{3-[(imidazo[1,2-a]pyrimidin-2-ylacetyl)amino]-1H-pyrazol-5-yl}cyclopentyl-(2S)-butan N=1C(=CN2C1N=CC=C2)CC(=O)NC2=NNC(=C2)[C@@H]2C[C@@H](CC2)CCCC